CCCCCCCCC(CCCCCCCC)OC(CCCCCCC)=O caprylic heptadecan-9-yl ester